BrC1=C(C=C(C#N)C=C1)C(F)F 4-bromo-3-(difluoromethyl)benzonitrile